trimethylsilyl-dimethylamide C[Si](C)(C)C[N-]C